CN(NCC1=NC=C(C=C1)C(F)(F)F)CC1=NC=CC=C1 2-((2-methyl-2-(pyridin-2-ylmethyl)hydrazineyl)methyl)-5-(trifluoromethyl)pyridine